FC=1C=C(CNC=2C(C(C2NC=2C=NC=CC2)=O)=O)C=CC1C1=NOC(=N1)C(F)(F)F 3-((3-fluoro-4-(5-(trifluoromethyl)-1,2,4-oxadiazol-3-yl)benzyl)amino)-4-(pyridin-3-ylamino)cyclobut-3-ene-1,2-dione